disiloxane-1,3-diol [SiH2](O[SiH2]O)O